tert-butyl 4-[4-(2,6-dioxo-3-piperidyl)phenoxy]piperidine-1-carboxylate O=C1NC(CCC1C1=CC=C(OC2CCN(CC2)C(=O)OC(C)(C)C)C=C1)=O